2-(6-(((1R,3s,5S)-8-azabicyclo[3.2.1]octan-3-yl)oxy)pyridazin-3-yl)-5-(3-methyl-1H-pyrazol-1-yl)phenol [C@H]12CC(C[C@H](CC1)N2)OC2=CC=C(N=N2)C2=C(C=C(C=C2)N2N=C(C=C2)C)O